OC1=C(C(=O)O)C=C(C=C1)NCC1=C(C(=C(C(=C1F)F)C)F)F 2-Hydroxy-5-(2,3,5,6-tetrafluoro-4-methylbenzylamino)benzoic acid